N-hydroxy-N-[(1S)-1-(5-cyano-3-thienyl)-3-hydroxy-propyl]carbamic acid tert-butyl ester C(C)(C)(C)OC(N([C@@H](CCO)C1=CSC(=C1)C#N)O)=O